BrCCCC(=O)OCC Ethyl 4-bromobutyrate